(3-{[2-(5-Chloropyridin-2-yl)imidazo[1,2-a]pyridin-3-yl]methyl}-3,8-diazabicyclo[3.2.1]oct-8-yl)-(6-methoxypyridin-2-yl)methanon ClC=1C=CC(=NC1)C=1N=C2N(C=CC=C2)C1CN1CC2CCC(C1)N2C(=O)C2=NC(=CC=C2)OC